4-(7-bromo-6-chloro-8-fluoro-2-(((2R,7aS)-2-fluorotetrahydro-1H-pyrrolizin-7a(5H)-yl)methoxy)quinazolin-4-yl)-1,4-oxazepane BrC1=C(C=C2C(=NC(=NC2=C1F)OC[C@]12CCCN2C[C@@H](C1)F)N1CCOCCC1)Cl